OC(C(/C=C/C=O)C)C1=CC=C(C=C1)C (E)-5-hydroxy-4-methyl-5-(p-tolyl)pent-2-enal